6-aminospiro[3.3]heptan NC1CC2(CCC2)C1